(8S)-8-methoxy-5-oxa-2-azaspiro[3.4]octane-2-carboxylic acid tert-butyl ester C(C)(C)(C)OC(=O)N1CC2(C1)OCC[C@@H]2OC